ClC1=C(C(=CC=C1F)Cl)C(C)OC=1C=C(C=NC1N)C=1C=NC(=CC1)OCCN1CCOCC1 5-[1-(2,6-dichloro-3-fluoro-phenyl)-ethoxy]-6'-(2-morpholin-4-yl-ethoxy)-[3,3']bipyridinyl-6-ylamine